COC(C1=C(C=C2C3(CC(NC2=N1)C3)F)C=C)OC 7-(dimethoxymethyl)-4-fluoro-6-vinyl-1,2,3,4-tetrahydro-2,4-methylene-1,8-naphthyridine